O1CC(C1)(CCO)CCO 2,2'-(oxetan-3,3-diyl)bis(ethan-1-ol)